ClC=1C=C(C=2C(N1)=C(N(N2)COCC[Si](C)(C)C)NCC)C=O 5-chloro-3-(ethylamino)-2-((2-(trimethylsilyl)ethoxy)methyl)-2H-pyrazolo[4,3-b]pyridine-7-carbaldehyde